BrC1=C2C=CC=C(C2=CC=C1)C1=NC2=C(N1C1=CC=CC=C1)C=CC=C2 2-(5-bromonaphthalen-1-yl)-1-phenyl-1H-benzimidazole